1-((5-amino-6-methyl-1H-pyrrolo[3,2-b]pyridin-2-yl)methyl)-6-(1,2,3,4-tetrahydroquinoline-1-carbonyl)pyridin-2(1H)-one NC1=C(C=C2C(=N1)C=C(N2)CN2C(C=CC=C2C(=O)N2CCCC1=CC=CC=C21)=O)C